C[C@H]1[C@@H](C[C@H]([C@@H](O1)O[C@H](C)CCCC/C=C/C(=O)O[C@H]2[C@@H]([C@H]([C@@H]([C@H](O2)CO)O)O)O)O)O The molecule is an ascarosyloxycarboxylic acid beta-D-glucopyranosyl ester resulting from the formal esterification of the carboxy group of ascr#3 with the anomeric hydroxy group of beta-D-glucopyranose. It is a metabolite of the nematode Caenorhabditis elegans. It has a role as a Caenorhabditis elegans metabolite. It is an ascarosyloxycarboxylic acid beta-D-glucopyranosyl ester, an (omega-1)-hydroxy fatty acid ascaroside and an alpha,beta-unsaturated carboxylic ester. It derives from an ascr#3.